CN1N=NC2=C1C=CC(=C2C)C(C(C(=O)OC)(C)C)C2=CC(=C(C=C2)C)CN2C[C@H](OC1=NC3=CC=CC=C3C=C1C2)CC methyl 3-(1,4-dimethyl-1H-benzo[d][1,2,3]triazol-5-yl)-3-(3-(((R)-2-ethyl-2,3-dihydro-[1,4]oxazepino[7,6-b]quinolin-4(5H)-yl) methyl)-4-methylphenyl)-2,2-dimethylpropionate